Methyl (S)-3-(4-methoxyphenyl)-2-(2-(1-(3-phenylpropanoyl)piperidin-4-yl)acetamido)-propanoate COC1=CC=C(C=C1)C[C@@H](C(=O)OC)NC(CC1CCN(CC1)C(CCC1=CC=CC=C1)=O)=O